(R)-1-((5-(7-chloroquinolin-4-yl)-3-(difluoromethyl)pyridin-2-yl)oxy)-2,4-dimethylpentan-2-amine ClC1=CC=C2C(=CC=NC2=C1)C=1C=C(C(=NC1)OC[C@@](CC(C)C)(N)C)C(F)F